N-methyl-N-(3,4,5-trifluorobenzyl)trimethylacetamide CN(C(C(C)(C)C)=O)CC1=CC(=C(C(=C1)F)F)F